uridine monophosphate salt P(=O)(O)(O)O.[C@@H]1([C@H](O)[C@H](O)[C@@H](CO)O1)N1C(=O)NC(=O)C=C1